(3-fluoro-4-((1-isopropyl-2-keto-2,3-dihydro-1H-imidazo[4,5-b]pyridin-7-yl)oxy)phenyl)-5-methyl-1-phenyl-1H-pyrazole-4-carboxamide FC=1C=C(C=CC1OC1=C2C(=NC=C1)NC(N2C(C)C)=O)C2=NN(C(=C2C(=O)N)C)C2=CC=CC=C2